propyl 4-((4-hydroxy-2-methylcyclopentyl)amino)-1H-pyrrolo[2,3-b]pyridine-5-carboxylate OC1CC(C(C1)NC1=C2C(=NC=C1C(=O)OCCC)NC=C2)C